NC(C(=O)O)(CCCCB(O)O)CCC1N(CCCC1)CC1=CC(=CC(=C1)F)F 2-amino-6-borono-2-(2-(1-(3,5-difluorobenzyl)piperidin-2-yl)ethyl)hexanoic acid